5-sulfoisophthalic acid, potassium salt [K+].S(=O)(=O)([O-])C=1C=C(C=C(C(=O)[O-])C1)C(=O)[O-].[K+].[K+]